(e)-N,N-dipropyl-3,7-dimethylocta-2,6-dien-1-amine C(CC)N(C\C=C(\CCC=C(C)C)/C)CCC